tert-butyl 7-[4-(2,6-dibenzyloxy-3-pyridyl)phenyl]-2,7-diazaspiro[3.5]nonane-2-carboxylate C(C1=CC=CC=C1)OC1=NC(=CC=C1C1=CC=C(C=C1)N1CCC2(CN(C2)C(=O)OC(C)(C)C)CC1)OCC1=CC=CC=C1